C(C)(C)C=1C=NN2C1N=C(N=C2NC2C[C@H]1CC[C@@H](C2)N1C(=O)OC1CN(C1)C(=O)OC(C)(C)C)NC1CCOCC1 1-(tert-butyloxycarbonyl)azetidin-3-yl (1R,3s,5S)-3-((8-isopropyl-2-((tetrahydro-2H-pyran-4-yl)amino)pyrazolo[1,5-a][1,3,5]triazine-4-yl)amino)-8-azabicyclo[3.2.1]octane-8-carboxylate